1-(4,6-bis(trifluoromethyl)pyridin-2-yl)-N-(4-fluorophenyl)-N-methyl-piperidine-2-carboxamide FC(C1=CC(=NC(=C1)C(F)(F)F)N1C(CCCC1)C(=O)N(C)C1=CC=C(C=C1)F)(F)F